N-[2-(2-chlorophenyl)-1-methyl-propyl]-2-methyl-propane-2-sulfinamide ClC1=C(C=CC=C1)C(C(C)NS(=O)C(C)(C)C)C